2-(5-chloro-6-methoxy-2-oxo-1,2-dihydroquinolin-3-yl)-N-((S)-1-(2,4-difluorophenyl)ethyl)propanamide ClC1=C2C=C(C(NC2=CC=C1OC)=O)C(C(=O)N[C@@H](C)C1=C(C=C(C=C1)F)F)C